(6aR)-4-Chloro-1-(3-(dimethylamino)-2,2-dimethylpyrrolidin-1-yl)-3-(2-fluoro-6-hydroxyphenyl)-7,8,9,10-tetrahydro-6H-pyrazino[2,1-c]pyrido[3,4-f][1,4]oxazepin-12(6aH)-one ClC1=C(N=C(C=2C(N3[C@@H](COC21)CNCC3)=O)N3C(C(CC3)N(C)C)(C)C)C3=C(C=CC=C3O)F